C(C)O.[Ta+5] Tantalum (V) ethanol